C12C(CC(CC1)C2)CN(C(C=CC2=CC=CC=C2)=O)C2=NNC=C2 N-(bicyclo[2.2.1]heptan-2-ylmethyl)-3-phenyl-N-(1H-pyrazol-3-yl)propenamide